COC1=C(CNC2=NC3=NC=C(C=C3C3=C2CCC3)C(=O)N(CC3=NC=C(C=C3)C(F)(F)F)CC(C)C)C=CC(=C1)OC 6-((2,4-dimethoxybenzyl)amino)-N-isobutyl-N-((5-(trifluoromethyl)pyridin-2-yl)methyl)-8,9-dihydro-7H-cyclopenta[c][1,8]naphthyridine-2-carboxamide